ClC1=C(C=C(C=C1)C(F)(F)F)N(S(=O)(=O)C1=CC=C(C=C1)OC)CC(=O)NCC1=CC=NC=C1 2-(N-(2-chloro-5-(trifluoromethyl)phenyl)-4-methoxyphenylsulphonamido)-N-(pyridin-4-ylmethyl)acetamide